C1(CCC1)C=1C(=NN2C1C=C(C=C2)C(F)(F)F)NC(C[C@](C)(C2=NC=CC=C2)O)=O (R)-N-(3-cyclobutyl-5-(trifluoromethyl)pyrazolo[1,5-a]pyridin-2-yl)-3-hydroxy-3-(pyridin-2-yl)butanamide